NC=1C2=C(N=CN1)N(C(=C2C2=CC=C(C=C2)OC2=CC=CC=C2)C#CC2CCN(CC2)C([C@H](C)NC(C=C)=O)=O)C (S)-N-(1-(4-((4-amino-7-methyl-5-(4-phenoxyphenyl)-7H-pyrrolo[2,3-d]pyrimidin-6-yl)ethynyl)piperidin-1-yl)-1-oxopropan-2-yl)acrylamide